Nα,Nα-bis(carboxymethyl)lysine C(=O)(O)CN([C@@H](CCCCN)C(=O)O)CC(=O)O